4-(4-fluorophenyl)piperidine hydrogen chloride salt Cl.FC1=CC=C(C=C1)C1CCNCC1